(1S,4s)-N1-(6-(2,6-dimethylmorpholino)-2-methylpyridin-3-yl)cyclohexane-1,4-diamine CC1OC(CN(C1)C1=CC=C(C(=N1)C)NC1CCC(CC1)N)C